6-chloro-3-(((1R)-1-(2-cyano-3-(5,5-difluoro-2-azabicyclo[2.2.2]octan-2-yl)-7-methylquinoxalin-5-yl)ethyl)amino)picolinic acid ClC1=CC=C(C(=N1)C(=O)O)N[C@H](C)C1=C2N=C(C(=NC2=CC(=C1)C)C#N)N1C2CC(C(C1)CC2)(F)F